N1CC(C1)CCOC1=CC=C(C=C1)[C@H]1C[C@H](CN(C1)C)NC=1N=C2N(C(C1Br)=O)C=CS2 7-(((3R,5R)-5-(4-(2-(azetidin-3-yl)ethoxy)phenyl)-1-methylpiperidin-3-yl)amino)-6-bromo-5H-thiazolo[3,2-a]pyrimidin-5-one